ClC=1C=NC=2N(C1)N=CC2C2=CC=CC(=N2)N[C@H]2CNC[C@@H]2F 6-(6-chloropyrazolo[1,5-a]pyrimidin-3-yl)-N-((3S,4S)-4-fluoropyrrolidin-3-yl)pyridin-2-amine